C12CCC3OC3CCC2O1 5,10-dioxatricyclo[7.1.0.04,6]decane